(S)-2,4-dimethyl-1-((2',4,6-trimethyl-[2,4'-bipyridin]-5-yl)oxy)pentan-2-amine C[C@@](COC=1C(=CC(=NC1C)C1=CC(=NC=C1)C)C)(CC(C)C)N